3-[7-Chloro-3-(2,6-dimethyl-phenyl)-2-oxo-3,4-dihydro-2H-pyrimido[4,5-d]pyrimidin-1-yl]-propionic acid methyl ester COC(CCN1C(N(CC=2C1=NC(=NC2)Cl)C2=C(C=CC=C2C)C)=O)=O